O=S.[Pb] lead oxysulfide